4-(difluoromethoxy)-1,1,1,2,2,3,3-heptafluorobutane FC(OCC(C(C(F)(F)F)(F)F)(F)F)F